C(C#CC)N1C(=NC=2N(C(NC(C12)=O)=O)C)N1C[C@@H](CCC1)NC(OC(C)(C)C)=O tert-butyl (R)-(1-(7-(but-2-yn-1-yl)-3-methyl-2,6-dioxo-2,3,6,7-tetrahydro-1H-purin-8-yl)piperidin-3-yl)carbamate